[P].[Cu].[Sn] tin copper phosphorus